C1=C(C=CC2=CC=CC=C12)C(=O)C1=CC2=CC=CC=C2C=C1 bis(naphthalen-2-yl)methanone